Cl.[P] phosphorus hydrogen chloride